(prop-2-yn-1-yl)benzamide C(C#C)C1=C(C(=O)N)C=CC=C1